N1CC(NCC1)C1CNCCN1 3,3'-bipiperazine